ethyl α-aminoacetate hydrochloride Cl.NCC(=O)OCC